FC1=C(CC2N(CCC2)C(=O)C=2C=NN(C2COC2COCC2)C)C=CC=C1 [2-(2-Fluorobenzyl)pyrrolidin-1-yl]{1-methyl-5-[(tetrahydrofuran-3-yloxy)methyl]-1H-pyrazol-4-yl}methanone